5-(4-methylphenyl)-1H-pyrazole-3-carboxylic acid CC1=CC=C(C=C1)C1=CC(=NN1)C(=O)O